2-(5-(4-Chlorophenyl)thiophen-2-yl)-N-(2-(pyrrolidin-1-yl)ethyl)acetamid ClC1=CC=C(C=C1)C1=CC=C(S1)CC(=O)NCCN1CCCC1